isonicotinyl-leucine methyl ester COC([C@@H](NCC1=CC=NC=C1)CC(C)C)=O